ClC1=C2CCN([C@@H](C2=C(C=C1)O)CN1C(COCC1)=O)C(=O)[C@H]1[C@](CCCC1)(C(=O)OCC1=C(C=C(C=C1)OC)OC)C 2,4-dimethoxybenzyl (1S,2R)-2-((S)-5-chloro-8-hydroxy-1-((3-oxomorpholino)methyl)-1,2,3,4-tetrahydroisoquinoline-2-carbonyl)-1-methylcyclohexane-1-carboxylate